octyldimethylaminoacetic acid C(CCCCCCC)C(C(=O)O)N(C)C